6-hexyl-3-methyl-4-phenylquinolin C(CCCCC)C=1C=C2C(=C(C=NC2=CC1)C)C1=CC=CC=C1